3-(1-(2-Chloropyrimidin-4-yl)piperidin-3-yl)acrylic acid ethyl ester C(C)OC(C=CC1CN(CCC1)C1=NC(=NC=C1)Cl)=O